NC1=NC(=C(C=C1C=1C=C2CCNC(C2=C(C1)F)=O)C1=CC=C(C=C1)C1CCNCC1)F 6-(2-amino-6-fluoro-5-(4-(piperidin-4-yl)phenyl)pyridin-3-yl)-8-fluoro-3,4-dihydroisoquinolin-1(2H)-one